(2R,5S)-5-(prop-2-en-1-yl)pyrrolidine-1,2-dicarboxylic acid 1-tert-butyl 2-methyl ester COC(=O)[C@@H]1N([C@@H](CC1)CC=C)C(=O)OC(C)(C)C